(S)-(-)-6-phenyl-2,3,5,6-tetrahydroimidazo(2,1-b)thiazole hydrochloride Cl.C1(=CC=CC=C1)[C@@H]1N=C2SCCN2C1